BrC1=C(C=CC(=C1)F)C1=NSC=C1C(=O)OCC ethyl 3-(2-bromo-4-fluorophenyl)isothiazole-4-carboxylate